ClC1=CN=C2N1C=C(C=N2)C=2C=CN1N=C(N=CC12)N[C@@H]1C[C@H](C1)N1CCN(CC1)C 5-(3-chloroimidazo[1,2-a]pyrimidin-6-yl)-N-(trans-3-(4-methylpiperazin-1-yl)cyclobutyl)pyrrolo[2,1-f][1,2,4]triazin-2-amine